3-Methyl-5-(4-methylpyridin-3-yl)-N-(4-methylthiazol-2-yl)benzamide CC=1C=C(C(=O)NC=2SC=C(N2)C)C=C(C1)C=1C=NC=CC1C